[3-[2-(Dimethylamino)ethyl]-1H-indol-4-yl] oxetan-3-yl carbonate C(OC1=C2C(=CNC2=CC=C1)CCN(C)C)(OC1COC1)=O